3-(((7-(2-aminopyrimidin-4-yl)-2,3-dihydrofuro[3,2-c]pyridin-4-yl)amino)methyl)-N-((1s,3s)-3-(difluoromethoxy)cyclobutyl)benzamide NC1=NC=CC(=N1)C=1C2=C(C(=NC1)NCC=1C=C(C(=O)NC3CC(C3)OC(F)F)C=CC1)CCO2